COC1=CC2=C(C=C1)N=C(N2)C(C(C3=NC4=C(N3)C=C(C=C4)OC)O)O bis-benzimidazole